N-((S)-2,3-dihydroxypropyl)-3-((2S)-2-hydroxy-3-(8-(naphthalen-2-ylsulfonyl)-1-oxa-8-azaspiro[4.5]decan-3-ylamino)propoxy)benzenesulfonamide O[C@@H](CNS(=O)(=O)C1=CC(=CC=C1)OC[C@H](CNC1COC2(C1)CCN(CC2)S(=O)(=O)C2=CC1=CC=CC=C1C=C2)O)CO